Tert-Butyl (S)-1-(((S)-tert-butylsulfinyl)amino)-6-chloro-1,3-dihydrospiro[indene-2,4'-piperidine]-1'-carboxylate C(C)(C)(C)[S@](=O)N[C@@H]1C2=CC(=CC=C2CC12CCN(CC2)C(=O)OC(C)(C)C)Cl